3,4,5-trimethyl-4,4'-bipyridine CC1C=NC=C(C1(C1=CC=NC=C1)C)C